L-Valyl-N6-(tert-butoxycarbonyl)-N-[4-(2-methoxy-2-oxoethyl)phenyl]-L-lysinamide N[C@@H](C(C)C)C(=O)N[C@@H](CCCCNC(=O)OC(C)(C)C)C(=O)NC1=CC=C(C=C1)CC(=O)OC